1,4-dioxaspiro[4.5]Decane-8-ylmethanol O1CCOC12CCC(CC2)CO